4-(4-Fluorophenyl)-6-methylamino-5-nitro-2-phenyl-4H-pyran FC1=CC=C(C=C1)C1C=C(OC(=C1[N+](=O)[O-])NC)C1=CC=CC=C1